COC(=O)[C@@]12C3=CC=CC=C3[C@@](CC1)(O2)C (1S,8R)-8-Methyl-11-oxa-tricyclo[6.2.1.02,7]undeca-2,4,6-triene-1-carboxylic Acid Methyl Ester